C1(=CC(=CC=C1)C1=NNC(=N1)C1CN(CCO1)C#N)C1=CC=CC=C1 2-(3-([1,1'-biphenyl]-3-yl)-1H-1,2,4-triazol-5-yl)morpholine-4-carbonitrile